BrC=1C=C2C(N(C=NC2=CC1)CCN(C)C)=O 6-bromo-3-(2-(dimethylamino)ethyl)quinazolin-4(3H)-one